6-(4-bromo-2-fluoro-phenylamino)-7-fluoro-3-methyl-3H-benzimidazole-5-carboxylic acid (2-hydroxy-ethoxy)-amide OCCONC(=O)C1=CC2=C(N=CN2C)C(=C1NC1=C(C=C(C=C1)Br)F)F